[Cl-].OCC[P+](CCCC)(CCCC)CCCC 2-Hydroxylethyltributylphosphonium chloride salt